2-tert-butyl-6-(3-tert-butyl-2-hydroxy 5-methylbenzyl)-4-methylphenyl acrylate C(C=C)(=O)OC1=C(C=C(C=C1CC1=C(C(=CC(=C1)C)C(C)(C)C)O)C)C(C)(C)C